N-(6-bromo-7-hydroxybenzo[d]thiazole-2-yl)cyclopropanecarboxamide BrC1=C(C2=C(N=C(S2)NC(=O)C2CC2)C=C1)O